OC=1C(=CC2=CC(=CC=C2C1)O)C(=O)O 3,7-dihydroxyl-2-naphthoic acid